(2-(4,4-difluoro-1-piperidinyl)-6-methyl-4-pyrimidinyl)-3-pyridinecarboxamide FC1(CCN(CC1)C1=NC(=CC(=N1)C1=NC=CC=C1C(=O)N)C)F